CC1=NC(=NO1)C=1N(C2=C(C=NC=3C=CC=CC23)N1)[C@@H]1C[C@@H](OCC1)C (5-methyl-1,2,4-oxadiazol-3-yl)-1-[(2S,4S)-2-methyltetrahydro-2H-pyran-4-yl]-1H-imidazo[4,5-c]quinoline